COC1=C(C=CC=C1)N(C)C (2-methoxyphenyl)-N-methyl-methylamine